2-fluoro-6-(4-(4,4,5,5-tetramethyl-1,3,2-dioxaborolan-2-yl)phenyl)pyridine TFA salt OC(=O)C(F)(F)F.FC1=NC(=CC=C1)C1=CC=C(C=C1)B1OC(C(O1)(C)C)(C)C